FC=1C=CC(=NC1)C1=NN2C(COC(C2)(C(F)(F)F)C)=C1C1=C2C(=NC(=C1)C)NN=C2 2-(5-fluoropyridin-2-yl)-6-methyl-3-(6-methyl-1H-pyrazolo[3,4-b]pyridin-4-yl)-6-(trifluoromethyl)-6,7-dihydro-4H-pyrazolo[5,1-c][1,4]oxazine